(S)-4-acetyl-3-((S)-sec-butyl)-7-fluoro-1,3,4,5-tetrahydro-2H-benzo[e][1,4]diazepin-2-one C(C)(=O)N1[C@H](C(NC2=C(C1)C=C(C=C2)F)=O)[C@@H](C)CC